ClC=1C=CC2=C(NC(N(S2(=O)=O)CC2=CC=C(C(=O)NO)C=C2)=O)C1 4-((6-chloro-1,1-dioxo-3-oxo-3,4-dihydro-2H-benzo[e][1,2,4]thiadiazin-2-yl)methyl)-N-hydroxybenzoamide